5-[4-[3-[2-(1-piperidinyl)ethoxy]pyrrolidin-1-yl]thieno[2,3-b]pyridin-2-yl]-1H-pyrimidine-2,4-dione N1(CCCCC1)CCOC1CN(CC1)C1=C2C(=NC=C1)SC(=C2)C=2C(NC(NC2)=O)=O